3,5-dimethylbenzylboric acid CC=1C=C(COB(O)O)C=C(C1)C